C(C1=CC=CC=C1)(C1=CC=CC=C1)N1CC2N(C(C1)C2)CC=2C=C1C(N(C(C1=CC2)=O)N2C(NC(CC2)=O)=O)=O 5-((3-Benzhydryl-3,6-diazabicyclo[3.1.1]heptan-6-yl)methyl)-2-(2,4-dioxotetrahydropyrimidin-1(2H)-yl)isoindoline-1,3-dione